N-{4-fluoro-3-[5-(3-methylbutyl)-2H-pyrazolo[3,4-b]pyridin-2-yl]phenyl}-2,4-dimethyl-1,3-oxazole-5-carboxamide FC1=C(C=C(C=C1)NC(=O)C1=C(N=C(O1)C)C)N1N=C2N=CC(=CC2=C1)CCC(C)C